N[C@H]1C[C@H](CC1)O (1s,3r)-3-aminocyclopentan-1-ol